tert-butyl (s)-2-((4-methyl-3-((1-(7-(4,4,5,5-tetramethyl-1,3,2-dioxaborolan-2-yl)quinolin-5-yl)cyclopropyl)carbamoyl)phenoxy)methyl)azetidine-1-carboxylate CC1=C(C=C(OC[C@H]2N(CC2)C(=O)OC(C)(C)C)C=C1)C(NC1(CC1)C1=C2C=CC=NC2=CC(=C1)B1OC(C(O1)(C)C)(C)C)=O